5-methyl-6-(4-phenoxypiperidin-1-yl)-N-(pyridin-4-ylmethyl)pyridazine-3-carboxamide CC=1C=C(N=NC1N1CCC(CC1)OC1=CC=CC=C1)C(=O)NCC1=CC=NC=C1